1-(6-bromohexyl)-1H-pyrazole-5-carboxylic acid tert-butyl ester C(C)(C)(C)OC(=O)C1=CC=NN1CCCCCCBr